2-[[2-(3-chlorophenyl)acetyl]amino]-4-[[3-fluoro-2-methoxy-propyl]-[4-(5,6,7,8-tetrahydro-1,8-naphthyridin-2-yl)butyl]amino]butanoic acid ClC=1C=C(C=CC1)CC(=O)NC(C(=O)O)CCN(CCCCC1=NC=2NCCCC2C=C1)CC(CF)OC